FC1=CC(=C(C=C1)N1CN(C(C2=CC(=CC=C12)C(F)(F)F)=O)C1=C(NC(C=C1)=O)C)OC 1-(4-fluoro-2-methoxyphenyl)-3-(2-methyl-6-oxo-1,6-dihydropyridin-3-yl)-6-(trifluoromethyl)-2,3-dihydroquinazolin-4(1H)-one